tert-Butyl 5-bromo-3-(4-(tert-butoxycarbonyl)piperazin-1-yl)-1H-indole-1-carboxylate BrC=1C=C2C(=CN(C2=CC1)C(=O)OC(C)(C)C)N1CCN(CC1)C(=O)OC(C)(C)C